C1(CC1)N(C(=O)[C@H]1CNCCO1)[C@H](C)C1=NN(C2=NC(=CC=C21)C)CCCNC(OC)=O methyl (3-(3-((R)-1-((R)-N-cyclopropylmorpholine-2-carboxamido)ethyl)-6-methyl-1H-pyrazolo[3,4-b]pyridin-1-yl)n-propyl)carbamate